4-oxo-1,5-naphthyridine-3-carboxylic acid ethyl ester C(C)OC(=O)C1C=NC2=CC=CN=C2C1=O